P(OC1=C(C=CC=C1)C(C)(C)C)(OC1=C(C=CC=C1)C(C)(C)C)OC1=C(C=CC=C1)C(C)(C)C tri(2-tertiarybutylphenyl) phosphite